(2S,4R)-1-((S)-2-(4-cyclopropyl-1H-1,2,3-triazol-1-yl)-3,3-dimethylbutanoyl)-N-ethyl-4-hydroxypyrrolidine-2-carboxamide C1(CC1)C=1N=NN(C1)[C@H](C(=O)N1[C@@H](C[C@H](C1)O)C(=O)NCC)C(C)(C)C